CC(CC(C)(C)C)(C)OOC(C(=O)O)(CCCC)CC.CC1=C(C(=NO1)C1=CC=CC=C1)C1=CC=C(C=C1)S(=O)(=O)NC(C)=O N-((4-(5-methyl-3-phenylisoxazol-4-yl)phenyl)sulfonyl)acetamide 1,1,3,3-Tetramethylbutylperoxy-2-ethylhexanoate